2,6-norbornanedimethanol C12C(CC(CC1CO)C2)CO